N-(4-methoxyphenyl)dibenzo[b,d]thiophene-3-amine COC1=CC=C(C=C1)NC=1C=CC2=C(SC3=C2C=CC=C3)C1